(+/-)-trans-methyl 3-((6-(benzofuran-2-yl)-2-(2-chloro-5-trityl-5H-pyrrolo[2,3-b]pyrazin-7-yl)pyrimidin-4-yl)amino)bicyclo[2.2.2]octane-2-carboxylate O1C(=CC2=C1C=CC=C2)C2=CC(=NC(=N2)C2=CN(C1=NC=C(N=C12)Cl)C(C1=CC=CC=C1)(C1=CC=CC=C1)C1=CC=CC=C1)NC1C(C2CCC1CC2)C(=O)OC